8-bromo-2-(2-(3-fluoro-4-(trifluoromethyl)phenoxy)acetyl)-1,3,4,12a-tetrahydrobenzo[e]pyrazino[1,2-a][1,4]diazepine-6,12(2H,11H)-dione BrC1=CC2=C(NC(C3N(C2=O)CCN(C3)C(COC3=CC(=C(C=C3)C(F)(F)F)F)=O)=O)C=C1